C(C)OC(=O)C=1C(N(C=C(C1O)C)C)=O 4-hydroxy-1,5-dimethyl-2-oxo-1,2-dihydropyridine-3-carboxylic acid ethyl ester